9,9-dimethyl-N-phenyl-9H-fluoren-1-amine CC1(C2=CC=CC=C2C=2C=CC=C(C12)NC1=CC=CC=C1)C